O=C1NC(CCC1NC(=O)C1CCNC2=CC=CC=C12)=O N-(2,6-dioxo-3-piperidyl)-1,2,3,4-tetrahydro-4-quinolinecarboxamide